BrC=1C=C(C(=NC1)OCCN(C(OC(C)(C)C)=O)C(C)C)NS(=O)(=O)C(C)C tert-Butyl (2-((5-bromo-3-((1-methylethyl)sulfonamido)pyridin-2-yl)oxy)ethyl)(isopropyl)carbamate